OC(CN(CC(CCCN(CC(C)O)CC(C)O)C)CC(C)O)C N,N,N',N'-tetrakis(2-hydroxypropyl)-2-methylpentamethylenediamine